CC(C)(C(C(C)(C)C)(C)C)C 2,2,3,3,4,4-hexamethyl-pentane